CN1N=CC(=C1)NC1=NC=C(C(=N1)NCC1=CC(=CC=C1)C(N(C)C)=O)C(=O)N 2-((1-methyl-1H-pyrazol-4-yl)amino)-4-((3-(dimethylcarbamoyl)benzyl)amino)pyrimidin-5-carboxamide